FC=1C=CC(=NC1)C1=NN(C(=C1)CO)C(C(C)(O)C)C 3-(3-(5-Fluoropyridin-2-yl)-5-(hydroxymethyl)-1H-pyrazol-1-yl)-2-methylbutan-2-ol